(S)-N-(5-fluoropyridin-3-yl)-N-methyl-2-(6-methyl-4-(trifluoromethyl)pyridin-2-yl)isothiazolidine-3-carboxamide 1,1-dioxide FC=1C=C(C=NC1)N(C(=O)[C@H]1N(S(CC1)(=O)=O)C1=NC(=CC(=C1)C(F)(F)F)C)C